O[C@@H]1CC[C@@]2([C@H]3C[C@@H]([C@@]4([C@H](CC[C@H]4[C@@H]3[C@@H](C[C@@H]2C1)O)[C@@H](CCC(=O)O)C)C)O)C (R)-4-((3R,5S,7R,8R,9S,10S,12S,13R,14S,17R)-3,7,12-Trihydroxy-10,13-dimethylhexadecahydro-1H-cyclopenta[a]phenanthren-17-yl)pentanoic acid